pyrazine bishydrochloride Cl.Cl.N1=CC=NC=C1